CC(C(C(=O)N1C(C2C(C1)CCC2)C(=O)NC(CC2C(NCC2)=O)C=C(S(=O)(=O)C)F)NC(C(F)(F)F)=O)(C)C 2-(3,3-dimethyl-2-(2,2,2-trifluoroacetamido)butanoyl)-N-(4-fluoro-4-(methylsulfonyl)-1-(2-oxopyrrolidin-3-yl)but-3-en-2-yl)octahydrocyclopenta[c]pyrrole-1-carboxamide